5-(2-chlorophenyl)-N-(3-cyanophenyl)oxazole-4-carboxamide tert-butyl-(3-((imino(methoxy)methyl)amino)-3-oxopropyl)carbamate C(C)(C)(C)N(C(O)=O)CCC(=O)NC(OC)=N.ClC1=C(C=CC=C1)C1=C(N=CO1)C(=O)NC1=CC(=CC=C1)C#N